ClCC1=NSC(=N1)NC(=O)C=1OC(=C(C1)C1=CC(=CC=C1)OC(F)(F)F)C N-(3-(chloromethyl)-1,2,4-thiadiazol-5-yl)-5-methyl-4-(3-(trifluoromethoxy)phenyl)furan-2-carboxamide